2,6-dihydro-2,5-naphthyridine C=1NC=CC2=NCC=CC12